C(#N)C1=NC2=CC(=CC(=C2N=C1N1CCC(CC1)C1=CC=C(C=C1)OC)[C@@H](C)NC1=C(C(=O)O)C=CC=C1)C (R)-2-((1-(2-cyano-3-(4-(4-methoxyphenyl)piperidin-1-yl)-7-methylquinoxalin-5-yl)ethyl)amino)benzoic acid